1-(2,3-dihydropyrrolo[2,3-b]quinolin-1-yl)ethane-1-one N1(CCC=2C1=NC1=CC=CC=C1C2)C(C)=O